(E)-3-(2-(8-benzyl-2-oxa-5,8-diazaspiro[3.4]octane-5-carbonyl)phenyl)-1-(2,3,4-trimethoxyphenyl)prop-2-en-1-one C(C1=CC=CC=C1)N1CCN(C12COC2)C(=O)C2=C(C=CC=C2)/C=C/C(=O)C2=C(C(=C(C=C2)OC)OC)OC